6-[5-(1-Aminoethyl)-3-chloro-1,2,4-triazol-1-yl]pyridin-3-carbonitril NC(C)C1=NC(=NN1C1=CC=C(C=N1)C#N)Cl